C(C1=CC=CC=C1)N(CCC1=NNC2=CC=CC=C12)CCO 2-(benzyl-(2-hydroxyethyl)amino)-1-(1H-indazol-3-yl)ethane